2-((tert-butoxycarbonyl)amino)-3,3-dicyclohexylpropionic acid C(C)(C)(C)OC(=O)NC(C(=O)O)C(C1CCCCC1)C1CCCCC1